(2-((4-methoxybenzyl)amino)quinolin-7-yl)ethanethiol COC1=CC=C(CNC2=NC3=CC(=CC=C3C=C2)C(C)S)C=C1